CN(C1(CCC1)CNC=1C2=C(N=C(N1)OCC13CCCN3CCC1)C(=C(N=C2)C2=CC=CC1=CC=C(C(=C21)C#C)F)F)C N-((1-(dimethylamino)cyclobutyl)methyl)-7-(8-ethynyl-7-fluoronaphthalen-1-yl)-8-fluoro-2-((tetrahydro-1H-pyrrolizin-7a(5H)-yl)methoxy)pyrido[4,3-d]pyrimidin-4-amine